(S)-methyl 6-bromo-1-methyl-4-(phenyl (tetrahydro-2H-pyran-4-yl) methyl)-1,4-dihydropyrazolo[3',4':4,5]pyrrolo[3,2-b]pyridine-3-carboxylate BrC=1C=C2C(=NC1)C1=C(N2[C@@H](C2CCOCC2)C2=CC=CC=C2)C(=NN1C)C(=O)OC